2,4,6-tris[4-(2-ethylhexyloxycarbonyl)Anilino]-1,3,5-triazine C(C)C(COC(=O)C1=CC=C(NC2=NC(=NC(=N2)NC2=CC=C(C=C2)C(=O)OCC(CCCC)CC)NC2=CC=C(C=C2)C(=O)OCC(CCCC)CC)C=C1)CCCC